N-(5-(azetidin-3-ylamino)-2-methylphenyl)-2-(3-isopropyl-5-(piperidin-1-ylsulfonyl)-1H-indol-1-yl)propanamide N1CC(C1)NC=1C=CC(=C(C1)NC(C(C)N1C=C(C2=CC(=CC=C12)S(=O)(=O)N1CCCCC1)C(C)C)=O)C